ClC1=C(C=NC(=C1F)N1CC(C1)OC(C(F)(F)F)C)C(=O)N1CCN(CC1)C=1OC=2C(=NC(=CC2)C)N1 (4-chloro-5-fluoro-6-(3-((1,1,1-trifluoropropan-2-yl)oxy)azetidin-1-yl)pyridin-3-yl)(4-(5-methyloxazolo[4,5-b]pyridin-2-yl)piperazin-1-yl)methanone